C1(CC1)C1=NN(C(=C1C(F)(F)F)C(=O)N)CC1OCCCC1 3-cyclopropyl-1-((tetrahydro-2H-pyran-2-yl)methyl)-4-(trifluoromethyl)-1H-pyrazole-5-carboxamide